4,4'-(1,3-adamantandiyl)diphenol C12(CC3(CC(CC(C1)C3)C2)C2=CC=C(C=C2)O)C2=CC=C(C=C2)O